1-[4-(3,4-dihydro-2H-1-benzopyran-6-yl)piperazin-1-yl]-2-{3-[(2R,6S)-2,6-dimethylmorpholine-4-carbonyl]-5,6-dihydrocyclopenta[c]pyrazol-1(4H)-yl}ethan-1-one O1CCCC2=C1C=CC(=C2)N2CCN(CC2)C(CN2N=C(C1=C2CCC1)C(=O)N1C[C@H](O[C@H](C1)C)C)=O